1,3,5-trimethyl-chlorophenol CC1(C(C(=CC(=C1)C)C)Cl)O